6-fluoro-1H-benzo[d]imidazole-4-carboxylic acid FC=1C=C(C2=C(NC=N2)C1)C(=O)O